OC1=CC=CC2=CC(=CC=C12)O 1,6-Dihydroxynaphthalene